tert-butyl 4-((tosyloxy)methyl)piperidin-1-carboxylate S(=O)(=O)(C1=CC=C(C)C=C1)OCC1CCN(CC1)C(=O)OC(C)(C)C